4,4'-((4-carbamoylpyridine-2,6-diyl)bis(1H-1,2,3-triazole-4,1-diyl))bis(2-(trifluoromethyl)benzoic acid) C(N)(=O)C1=CC(=NC(=C1)C=1N=NN(C1)C1=CC(=C(C(=O)O)C=C1)C(F)(F)F)C=1N=NN(C1)C1=CC(=C(C(=O)O)C=C1)C(F)(F)F